N=1NN=NC1CN1N=C(C(=C1)NC(=O)C=1C=NN2C1N=CC=C2)C2=C(C=CC(=C2)SC)OC(F)F N-(1-((2H-tetrazol-5-yl)methyl)-3-(2-(difluoromethoxy)-5-(methylsulfanyl)phenyl)-1H-pyrazol-4-yl)pyrazolo[1,5-a]pyrimidine-3-carboxamide